O1[C@H](C1)[C@@H](CC(=O)OC)C methyl (R)-3-((S)-oxiran-2-yl)butanoate